C(C1=CC=CC=C1)N1CCC(CC1)CCNC(=O)N1[C@@H](CN(CC1)C1=NC(=C(C(=N1)F)F)F)C (2R)-N-[2-(1-benzylpiperidin-4-yl)ethyl]-2-methyl-4-(trifluoropyrimidin-2-yl)piperazine-1-carboxamide